2-methyl-5-n-hexyl-1,3-diisopropenylbenzene CC1=C(C=C(C=C1C(=C)C)CCCCCC)C(=C)C